C(CCCCC)C(CCCCCC)O 1-hexylheptanol